4-benzyl-3-oxo-3,4-dihydro-2H-benzo[b][1,4]oxazine-7-carboxamide C(C1=CC=CC=C1)N1C2=C(OCC1=O)C=C(C=C2)C(=O)N